C1(CC1)C1=NOC(=C1)C(=O)NC[C@@H]1C[C@@H](CC1)NC1=NC=C(C=C1)N1N=CC=CC1=O 3-cyclopropyl-N-[[(1S,3R)-3-[[5-(6-oxopyridazin-1-yl)-2-pyridyl]amino]cyclopentyl]methyl]isoxazole-5-carboxamide